2-{2-{4-[(3-methoxyphenyl)carbamoyl]phenyl}-1H-benzimidazol-1-yl}acetic acid COC=1C=C(C=CC1)NC(=O)C1=CC=C(C=C1)C1=NC2=C(N1CC(=O)O)C=CC=C2